6-bromo-5-(2-fluorophenoxy)-3-hydroxy-4H-benzo[e][1,2,4]thiadiazine 1,1-dioxide BrC=1C=CC2=C(NC(=NS2(=O)=O)O)C1OC1=C(C=CC=C1)F